CC1(N2C([C@H]3[C@@H]([C@H]2CO1)C31CC1)=O)C (1S,2R,4S)-7,7-dimethylspiro[8-oxa-6-azatricyclo[4.3.0.02,4]nonane-3,1'-cyclopropane]-5-one